C1(=CC=CC=C1)C=1N2C(C=3C=CC(=CC3C1)C#N)=C1C=CC=CC1=N2 6-Phenylindazolo[3,2-a]isoquinoline-3-carbonitrile